C(C)(C)(C)C1=CC=C(C(=N)N)C=C1 4-(tert-butyl)benzamidine